4-methyl-(perfluorohexylethyl)propyl-trimethoxysilane tert-butyl-8-(2-fluoro-4-methoxycarbonyl-3-methyl-5-morpholin-4-ylphenyl)-2,4-dihydro-1,3-benzoxazine-3-carboxylate C(C)(C)(C)OC(=O)N1COC2=C(C1)C=CC=C2C2=C(C(=C(C(=C2)N2CCOCC2)C(=O)OC)C)F.CC(C(C(C(C(C(F)(F)F)(F)CO[Si](OC)(OC)CCC)(F)F)(F)F)(F)F)(C(C(F)(F)F)(F)F)F